8-chloro-2-(trifluoromethyl)-1,7-naphthyridine-3-carbaldehyde ClC=1N=CC=C2C=C(C(=NC12)C(F)(F)F)C=O